((S)-1-propenoyl-4-(6-(8-methylnaphthalen-1-yl)-2-(((S)-1-methylpyrrolidin-2-yl)methoxy)-6,7-dihydro-5H-pyrrolo[3,4-d]pyrimidin-4-yl)piperazin-2-yl)acetonitrile C(C=C)(=O)N1[C@H](CN(CC1)C=1C2=C(N=C(N1)OC[C@H]1N(CCC1)C)CN(C2)C2=CC=CC1=CC=CC(=C21)C)CC#N